9-Methyl-2-(piperazin-1-yl)-6-(4-(trifluoromethoxy)phenyl)-9H-purine CN1C2=NC(=NC(=C2N=C1)C1=CC=C(C=C1)OC(F)(F)F)N1CCNCC1